COC(C1=NC(=C(C=C1)C1=C(C(=CC=C1)C)C)C(F)(F)F)=O 5-(2,3-Dimethylphenyl)-6-(trifluoromethyl)picolinic acid methyl ester